1,2-Bis(phenoxy)ethan O(C1=CC=CC=C1)CCOC1=CC=CC=C1